S(=O)(=O)(O)C(CNC(CC)N)C N-(2-sulfo)propyl-propanediamine